N[C@@H](CC(C)C)C(=O)N=C=S leucine, isothiocyanate